2,3-dibromobutene BrC(=C)C(C)Br